ClC=1C=C2C(=CC1Cl)NC(C21CNCC1C)=O 5,6-dichloro-4'-methyl-1H-spiro[indol-3,3'-pyrrolidin]-2-one